(1r,4r)-4-(3-Chloroanilino)-2'-(2-methoxy-6-methylphenyl)-2',3'-dihydrospiro[cyclohexane-1,1'-indene]-4-carboxylic acid ClC=1C=C(NC2(CCC3(C(CC4=CC=CC=C34)C3=C(C=CC=C3C)OC)CC2)C(=O)O)C=CC1